[N+](=O)([O-])C1=C(C(=O)O)C=CC=C1.[N+](=O)([O-])C1=C(C(=O)O)C=CC=C1 2-nitrobenzoic acid (2-nitrobenzoate)